ClC=1C=CC(=NC1)[C@@H](C)NCCCC[C@H](C(=O)NO)C[C@@H](OC)C1=CC=C(C=C1)F (S)-6-(((R)-1-(5-chloropyridin-2-yl)ethyl)amino)-2-((R)-2-(4-fluorophenyl)-2-methoxyethyl)-N-hydroxyhexanamide